[Si](C)(C)(C(C)(C)C)O[C@H]1CN(CC[C@H]1N1C([C@@H](CC1)O)=O)C1=NC=C(C=N1)C(F)(F)F (R)-1-((3S,4R)-3-((tert-butyldimethylsilyl)oxy)-1-(5-(trifluoromethyl)pyrimidin-2-yl)piperidin-4-yl)-3-hydroxypyrrolidin-2-one